The molecule is a monounsaturated fatty acyl-CoA(4-) arising from deprotonation of the phosphate and diphosphate OH groups of (14E)-hexadecenoyl-CoA; major species at pH 7.3. It is a conjugate base of a (14E)-hexadecenoyl-CoA. C/C=C/CCCCCCCCCCCCC(=O)SCCNC(=O)CCNC(=O)[C@@H](C(C)(C)COP(=O)([O-])OP(=O)([O-])OC[C@@H]1[C@H]([C@H]([C@@H](O1)N2C=NC3=C(N=CN=C32)N)O)OP(=O)([O-])[O-])O